methyl mannonate O=C([C@@H](O)[C@@H](O)[C@H](O)[C@H](O)CO)OC